4-Hydroxy-N-Boc-benzylamine OC1=CC=C(CNC(=O)OC(C)(C)C)C=C1